1-carboxyethyltyrosine C(=O)(O)C(C)N[C@@H](CC1=CC=C(C=C1)O)C(=O)O